ClC1=C(C(=O)NC=2C=NC(=C(C2)Cl)C(=O)N2CCC(CC2)(F)F)C=C(C(=C1)C1=C(C=NC=C1)C#C)F 2-chloro-N-(5-chloro-6-(4,4-difluoropiperidin-1-carbonyl)pyridin-3-yl)-4-(3-ethynylpyridin-4-yl)-5-Fluorobenzamide